BrC=1C=C(C(=C2C(N(C(=NC12)C)C1CC(C1)O[Si](C)(C)C(C)(C)C)=O)S)C 8-bromo-3-[3-[tertbutyl(dimethyl)silyl]oxycyclobutyl]-6-methyl-2-methyl-sulfanylquinazolin-4-one